C1(=CC=CC=C1)N(C1(C2=CC=CC=C2C=2C=CC(=CC12)N)C1=CC=CC=C1)C1=CC=CC=C1 N9,N9,9-triphenyl-9H-fluorene-2,9-diamine